COC1=C(C(=CC=C1)OC)C1=CN(C2=NC(=CC=C21)NC(=O)NCCCN(C(OC(C)(C)C)=O)C)COCC[Si](C)(C)C tert-butyl N-[3-([[3-(2,6-dimethoxyphenyl)-1-[[2-(trimethylsilyl)ethoxy]methyl]pyrrolo[2,3-b]pyridin-6-yl]carbamoyl]amino)propyl]-N-methylcarbamate